CN1CC(C=CC1[N+](=O)[O-])C1=CC=NC=C1 1-methyl-6-nitro-1,2,3,6-tetrahydro-3,4-bipyridine